C(C)(C)N(C(C)C)CC N,N-bis-Isopropylethylamine